7-((2-(((2S,3S,4S,5S,6R)-3,4,5-trihydroxy-6-(hydroxymethyl)tetrahydro-2H-pyran-2-yl)oxy)ethyl)carbamoyl)-3,6,12,17,24,27,30-heptaazahexatriacontan-36-oic acid O[C@@H]1[C@H](O[C@@H]([C@H]([C@@H]1O)O)CO)OCCNC(=O)C(NCCNCC)CCCCNCCCCNCCCCCCNCCNCCNCCCCCC(=O)O